NC(C)C1=C2C=CN(C2=C(C=C1OC)C)C(=O)OC(C)(C)C tert-butyl 4-(1-aminoethyl)-5-methoxy-7-methyl-1H-indole-1-carboxylate